5-benzyl-2-((dimethylamino)methylene)cyclohexane-1,3-dione C(C1=CC=CC=C1)C1CC(C(C(C1)=O)=CN(C)C)=O